NC1=C(C(=NC=2N1N=C(C2Br)C)SC)C#N amino-3-bromo-2-methyl-5-(methylthio)pyrazolo[1,5-a]pyrimidine-6-carbonitrile